N[C@@H]1CC[C@H](CC1)CC#N Trans-2-(4-aminocyclohexyl)acetonitrile